L-talarate O=C([C@H](O)[C@H](O)[C@H](O)[C@@H](O)C(=O)[O-])[O-]